1,4-dibromo-2,5-di(dodecyloxy)benzene BrC1=C(C=C(C(=C1)OCCCCCCCCCCCC)Br)OCCCCCCCCCCCC